Tert-butyl 4-(2-(4-cyanophenyl)-8-fluoro-11-thioxo-10,11-dihydro-5H-benzo[e]pyrrolo[1,2-a][1,4]diazepin-7-yl)piperazine-1-carboxylate C(#N)C1=CC=C(C=C1)C=1C=C2N(CC3=C(NC2=S)C=C(C(=C3)N3CCN(CC3)C(=O)OC(C)(C)C)F)C1